C(C1=CC=CC=C1)OC(=O)N1CCNC([C@@H](C1)NC1=NC=2C(=CC=CC2C=2N1N=C(N2)C2=CC=C(C=C2)OC)S(=O)(=O)C)=O (6R)-6-{[7-(methylsulfonyl)-2-(4-methoxyphenyl)[1,2,4]triazolo[1,5-c]quinazolin-5-yl]amino}-5-oxo-1,4-diazepan-1-carboxylic acid benzyl ester